1-[[2-(2,6-dioxo-3-piperidyl)-1-oxo-isoindolin-5-yl]methyl]-3-[4-[[(1S,3R)-3-(aminomethyl)cyclopentyl]methoxy]phenyl]urea O=C1NC(CCC1N1C(C2=CC=C(C=C2C1)CNC(=O)NC1=CC=C(C=C1)OC[C@@H]1C[C@@H](CC1)CN)=O)=O